FC1=C(CN2CC=3N=C(N=C(C3C2)N2C[C@@H](NCC2)CC#N)OC[C@H]2N(CCC2)C)C=C(C=C1)O 2-((S)-4-(6-(2-fluoro-5-hydroxybenzyl)-2-(((S)-1-methylpyrrolidin-2-yl)methoxy)-6,7-dihydro-5H-pyrrolo[3,4-d]pyrimidin-4-yl)piperazin-2-yl)acetonitrile